1,4-dichloropyridazine ClN1NC=C(C=C1)Cl